tert-butyl-4-[[2-(5-chloro-2-methoxy-phenyl)acetyl]amino]pyridine-2-carboxamide C(C)(C)(C)C=1C(=NC=CC1NC(CC1=C(C=CC(=C1)Cl)OC)=O)C(=O)N